CC=1C=C(C=CC1C)C1(CCC(CC1)N)N 1-(3,4-dimethylphenyl)cyclohexane-1,4-diamine